(S)-(5-cyclopropyl-1,3,4-oxadiazol-2-yl)(4-(5-fluorobenzo[d]oxazol-2-yl)-6,7-dihydro-1H-imidazo[4,5-c]pyridin-5(4H)-yl)methanone C1(CC1)C1=NN=C(O1)C(=O)N1[C@@H](C2=C(CC1)NC=N2)C=2OC1=C(N2)C=C(C=C1)F